methyl 6-fluoro-3-(2,4,6-trifluoro-3-methoxyphenyl)-1-benzothiophene-2-carboxylate FC1=CC2=C(C(=C(S2)C(=O)OC)C2=C(C(=C(C=C2F)F)OC)F)C=C1